copper aluminum beryllium gadolinium [Gd].[Be].[Al].[Cu]